3-(4-aminophenyl)-1-cyclopropyl-1H-pyrazolo[4,3-c]pyridin-4-amine NC1=CC=C(C=C1)C1=NN(C2=C1C(=NC=C2)N)C2CC2